3-Bromophenyl 3-deoxy-3-[4-(3,4,5-trifluorophenyl)-1H-1,2,3-triazol-1-yl]-1-thio-α-D-galactopyranoside FC=1C=C(C=C(C1F)F)C=1N=NN(C1)[C@@H]1[C@H]([C@@H](SC2=CC(=CC=C2)Br)O[C@@H]([C@@H]1O)CO)O